(S)-quinuclidin-3-yl((R)-6-(4-butoxyphenyl)-2,2-dimethyl-1,2,3,4-tetrahydronaphthalen-1-yl)carbamate N12C[C@H](C(CC1)CC2)OC(N[C@@H]2C(CCC1=CC(=CC=C21)C2=CC=C(C=C2)OCCCC)(C)C)=O